ClC1=C(C(C2=CC=C(C=C2)Cl)OC2CN(C2)C(=O)NCC2=NOC(=C2)C)C=CC=C1 3-(2,4'-dichlorobenzhydryloxy)-N-(5-methyl-isoxazol-3-yl-methyl)azetidine-1-carboxamide